4-((4-amino-1,3-benzodiazol-1-yl)methyl)phenylboronic acid NC1=CC=CC=2N(C=NC21)CC2=CC=C(C=C2)B(O)O